5-Heptadeca-7,12-dienylbenzene-1,3-diol C(CCCCCC=CCCCC=CCCCC)C=1C=C(C=C(C1)O)O